C1(CC1)C1=CC=NN1[C@@H]1C[C@H](C1)CNC=1C=C2C(N(C(C2=CC1)=O)C1C(NC(CC1)=O)=O)=O 5-(((trans-3-(5-cyclopropyl-1H-pyrazol-1-yl)cyclobutyl)methyl)amino)-2-(2,6-dioxopiperidin-3-yl)isoindoline-1,3-dione